C(C)(C)(C)OC(NCC(CC1=CC=NC=C1)=O)=O tert-butyl-(2-oxo-3-(pyridine-4-yl)propyl)carbamate